methyl 3-(((2-oxabicyclo[2.1.1]hexane-1-yl) methyl) amino)-4-aminobenzoate C12(OCC(C1)C2)CNC=2C=C(C(=O)OC)C=CC2N